N-[(2-fluoropyridin-4-yl)methyl]-6-methyl-4-[(1-methylcyclopropyl)amino]furo[2,3-d]pyrimidine-5-carboxamide FC1=NC=CC(=C1)CNC(=O)C1=C(OC=2N=CN=C(C21)NC2(CC2)C)C